2-methyl-5-oxo-2,4,5,6,7,8-hexahydropyrazolo[4,3-b]azepin CN1N=C2C(NC(CCC2)=O)=C1